ClC1=CC=C(C=C1)C(C1=C(C=CC=C1)O)N1CCN(CC1)C1=CC=C(C=C1)OC 2-((4-chlorophenyl)(4-(4-methoxyphenyl)piperazin-1-yl)methyl)phenol